Cl.F[C@@H]1[C@@H](CC1)N |r| rac-(1r,2s)-2-fluorocyclobutane-1-amine hydrochloride